L-1,2,3,4-tetrahydroisoquinoline-3-carboxylic acid C1N[C@@H](CC2=CC=CC=C12)C(=O)O